C1(CC1)CS(=O)(=O)C=1C=C2CN(C(C2=CC1)C(=O)NC1=CC=C(C=C1)C(C(F)(F)F)(C(F)(F)F)O)C(=O)C1(CC1)OC 5-[(Cyclopropylmethyl)sulfonyl]-N-[4-(1,1,1,3,3,3-hexafluoro-2-hydroxypropan-2-yl)phenyl]-2-[(1-methoxycyclopropyl)carbonyl]-2,3-dihydro-1H-isoindol-1-carboxamid